N-(1-(2-fluoro(trifluoromethyl)benzyl)-1H-indol-5-yl)acrylamide methyl-6-((6r,9r)-N-tert-butyloxycarbonyl-1-oxa-4-azaspiro[5.5]undec-9-yl)formamidoquinoline-4-carboxylate COC(=O)C1=CC=NC2=CC=C(C=C12)NC(=O)C1CCC2(CN(CCO2)C(=O)OC(C)(C)C)CC1.FC1=C(C(N2C=CC3=CC(=CC=C23)NC(C=C)=O)C(F)(F)F)C=CC=C1